C1(CC1)C(=O)Cl cyclopropaneformyl chloride